1,2-dimethyl-1H-pyrrole-3-carboxamide CN1C(=C(C=C1)C(=O)N)C